N-[2-(1H-indol-3-yl)ethyl]-6-methyl-7,8-dihydro-6H-pyrimido[5,4-b][1,4]oxazin-4-amine N1C=C(C2=CC=CC=C12)CCNC1=NC=NC2=C1OC(CN2)C